4-[3-Methoxy-4-((1R,4R)-5-methyl-2,5-diaza-bicyclo[2.2.1]hept-2-ylmethyl)-phenyl]-6-methyl-1,6-dihydro-pyrrolo[2,3-c]pyridin-7-one COC=1C=C(C=CC1CN1[C@H]2CN([C@@H](C1)C2)C)C=2C1=C(C(N(C2)C)=O)NC=C1